2-{3-[(S)-cyclobutyl(4-methyl-1,2,4-triazol-3-yl)methyl]phenyl}-3-oxo-7-(trifluoromethyl)-1H-isoindole-5-carbaldehyde C1(CCC1)[C@@H](C=1C=C(C=CC1)N1CC2=C(C=C(C=C2C1=O)C=O)C(F)(F)F)C1=NN=CN1C